ClC1=NN(C=C1C1=NC=CC(=N1)NC1=CC2=C(C=N1)C(=NN2C(C)C)N2[C@@H]([C@H](C2)CS(=O)(=O)C)C)C N-(2-(3-chloro-1-methyl-1H-pyrazol-4-yl)pyrimidin-4-yl)-1-isopropyl-3-((2R,3S)-2-methyl-3-((methanesulfonyl)methyl)azetidin-1-yl)-1H-pyrazolo[4,3-c]pyridin-6-amine